rac-(2S,4R)-2-(2-(6-bromo-4-chloro-2H-indazol-2-yl)-3-ethoxy-3-oxopropanoyl)-4-fluoropyrrolidine-1-carboxylic acid tert-butyl ester C(C)(C)(C)OC(=O)N1[C@@H](C[C@H](C1)F)C(C(C(=O)OCC)N1N=C2C=C(C=C(C2=C1)Cl)Br)=O |r|